[Ni].CC1=CC=CC2=CC3=CC=CC=C3C=C12.CC1=CC=CC2=CC3=CC=CC=C3C=C12 bis(methylanthracene) nickel